7-(pyridin-2-ylmethyl)guanosine N1=C(C=CC=C1)C[N+]1=CN([C@H]2[C@H](O)[C@H](O)[C@@H](CO)O2)C=2N=C(NC(C12)=O)N